(1R,3R,4R)-N-((S)-1-cyano-2-((R)-2-oxopyrrolidin-3-yl)ethyl)-5,5-difluoro-2-((2,2,2-trifluoroacetyl)-D-leucyl)-2-azabicyclo[2.2.2]octane-3-carboxamide C(#N)[C@H](C[C@@H]1C(NCC1)=O)NC(=O)[C@@H]1N([C@H]2CC([C@@H]1CC2)(F)F)C([C@H](NC(C(F)(F)F)=O)CC(C)C)=O